trans-3-fluoro-5-[(3S)-2-[4-(pyrazin-2-ylmethyl)cyclohexanecarbonyl]isoxazolidin-3-yl]benzonitrile FC=1C=C(C#N)C=C(C1)[C@H]1N(OCC1)C(=O)[C@@H]1CC[C@H](CC1)CC1=NC=CN=C1